(2-amino-4,5,6,7-tetrahydro-1-benzothiophene-3-yl) (4-methylphenyl) ketone CC1=CC=C(C=C1)C(=O)C1=C(SC2=C1CCCC2)N